CN1CCCC2=CC=C(C=C12)C=O 1-methyl-1,2,3,4-tetrahydroquinoline-7-carbaldehyde